NC1=CC=C2C(=N1)CCC2NC([C@H](C)NC(=O)[C@@H]2NCC[C@H](C2)C2=CC=C(C=C2)C(C)(C)C)=O (2R,4R)-N-((2S)-1-((2-amino-6,7-dihydro-5H-cyclopenta[b]pyridin-5-yl)amino)-1-oxopropan-2-yl)-4-(4-(tert-butyl)phenyl)piperidine-2-carboxamide